tert-butyl 4-(3-{methyl[5-(trifluoromethyl)pyridin-2-yl]amino}pyrazin-2-yl)piperazine-1-carboxylate CN(C=1C(=NC=CN1)N1CCN(CC1)C(=O)OC(C)(C)C)C1=NC=C(C=C1)C(F)(F)F